CN(C=1SC=2N=C(SC2N1)C=1N=CC(=C2C1NC=C2)C=2C=NNC2)[C@@H]2C[C@@H](NCC2)C N-Methyl-N-[(2S,4S)-2-methylpiperidin-4-yl]-5-[4-(1H-pyrazol-4-yl)-1H-pyrrolo[2,3-c]pyridin-7-yl][1,3]thiazolo[5,4-d][1,3]thiazol-2-amin